C1(=CC=CC=C1)[C@H](C)OC1=CC=C(C(=O)OC)C=C1 methyl (S)-4-(1-phenylethoxy)benzoate